NC(C(=O)NCC1=CC=C(C=C1)C1=CC=C(C=C1)C(F)(F)F)CCCC 2-amino-N-((4'-(trifluoromethyl)-[1,1'-biphenyl]-4-yl)methyl)hexanamide